3-{4-[(2-cyclopropylethyl)[(1r,4r)-4-({[1-(trifluoromethyl)cyclobutyl]methyl}amino)cyclohexyl]amino]-1-oxo-3H-isoindol-2-yl}piperidine-2,6-dione C1(CC1)CCN(C1=C2CN(C(C2=CC=C1)=O)C1C(NC(CC1)=O)=O)C1CCC(CC1)NCC1(CCC1)C(F)(F)F